Tert-butyl 2-(difluoromethoxy)-4-((trimethylsilyl)ethynyl)benzylcarbamate FC(OC1=C(CNC(OC(C)(C)C)=O)C=CC(=C1)C#C[Si](C)(C)C)F